(2R,3R,5R)-4-[[3-(4-fluoro-2-methoxy-3-methyl-phenyl)-5-(trifluoromethyl)tetrahydrofuran-2-carbonyl]amino]pyridine-2-carboxamide FC1=C(C(=C(C=C1)[C@@H]1[C@@H](O[C@H](C1)C(F)(F)F)C(=O)NC1=CC(=NC=C1)C(=O)N)OC)C